ClC1=CC=C(C=C1)C=1N=CN(C1C1=CC=NC=C1)CC(=O)N1CCC2(CN(C2)C)CC1 2-[4-(4-chlorophenyl)-5-(4-pyridinyl)imidazol-1-yl]-1-(2-methyl-2,7-diazaspiro[3.5]non-7-yl)ethanone